Cl.O1C=NC=C1C(=O)N.O1C=NC=C1C(=O)N bisoxazole-5-carboxamide hydrochloride